N1C(NC(C2=C1N=CC=C2)=O)=O pyrido[3,2-e]pyrimidine-2,4(1H)-dione